NC=1N=C(C2=CC=CC=C2C1)C1=C(C=C2C(=NC(=NC2=C1F)OC[C@H]1N(CCC1)C)N1[C@H](CN(CC1)C(=O)OC(C)(C)C)C)Cl tert-butyl (3S)-4-(7-(3-aminoisoquinolin-1-yl)-6-chloro-8-fluoro-2-(((S)-1-methylpyrrolidin-2-yl)methoxy)quinazolin-4-yl)-3-methylpiperazine-1-carboxylate